3-[(5-phenoxy-1H-benzo[d]imidazol-2-yl)amino]-1H-indole-5-carboxylic acid methyl ester COC(=O)C=1C=C2C(=CNC2=CC1)NC1=NC2=C(N1)C=CC(=C2)OC2=CC=CC=C2